N1N=CC2=CC=CC(=C12)C=1C=NC(=NC1)N1C([C@@H]2N(CCNC2)CC1)=O (R)-8-(5-(1H-Indazol-7-yl)pyrimidin-2-yl)-9-oxooctahydro-2H-pyrazino[1,2-a]pyrazin